O=C(CCCCCC(=O)O)OCCC(CCCCC)CCCCC 7-oxo-7-(3-pentyloctoxy)heptanoic acid